C1CC(CCCCCCC1)=O cyclodecan-3-one